COC=1C(=NC=C(C1)NC1=NNC2=CC(=CC=C12)[C@@H]1C[C@@]12C(NC1=CC=C(C=C21)OC)=O)C(=O)N(C(C)C)C methoxy-5-({6-[(1R,2S)-5'-methoxy-2'-oxo-1',2'-dihydrospiro[cyclopropan-1,3'-indol]-2-yl]-1H-indazol-3-yl}amino)-N-methyl-N-(propan-2-yl)pyridine-2-carboxamide